N-octanoyl-Serine C(CCCCCCC)(=O)N[C@@H](CO)C(=O)O